(R)-6-allyl-4-{6-[4-(2-(2,4-dimethyl-3-oxopiperazin-1-yl)ethoxy)phenyl]quinolin-2-yl}-1H-pyrrolo[2,3-c]pyridin-7(6H)-one C(C=C)N1C(C2=C(C(=C1)C1=NC3=CC=C(C=C3C=C1)C1=CC=C(C=C1)OCCN1[C@@H](C(N(CC1)C)=O)C)C=CN2)=O